[3-(benzyloxy)propyl]-4-bromo-3-methyl-2-nitroaniline C(C1=CC=CC=C1)OCCCNC1=C(C(=C(C=C1)Br)C)[N+](=O)[O-]